Cl.N[C@H](C(=O)NC)C1=CC=CC=C1 (S)-2-amino-N-methyl-2-phenylacetamide hydrochloride